di-tert-butyl-1,1'-(6-methoxyundecane-1,11-diyl)-bis-(cyclopropane-1-carboxylate) C(C)(C)(C)OC(=O)C1(CC1)CCCCCC(CCCCCC1(CC1)C(=O)OC(C)(C)C)OC